COC(C1=C(C=CC(=C1)S(=O)(=O)C)OS(=O)(=O)C(F)(F)F)=O.CS(=O)(=O)C=1C=CC(=C(C(=O)OC)C1)SC1=NN=NN1C methyl 5-methylsulfonyl-2-(1-methyl-1H-tetrazol-5-ylsulfanyl)-benzoate Methyl-5-methylsulfonyl-2-(trifluoromethylsulfonyloxy)benzoate